CON=C1NC2=C(C=C(C=C2C(N1CC=1C=NN(C1)C)=O)S(=O)(=O)NC1(CC1)C)N1C[C@H](N(CC1)C(=O)C1(CC1)C)C 2-methoxyimino-N-(1-methylcyclopropyl)-3-[(1-methylpyrazol-4-yl)methyl]-4-oxo-8-[(3R)-3-methyl-4-(1-methylcyclopropylcarbonyl)piperazin-1-yl]-1H-quinazoline-6-sulfonamide